4-(5-fluoro-1-(2-fluorobenzyl)-4-hydroxy-2-(1-methoxy-2-methylpropan-2-yl)-1H-indol-3-yl)benzoic acid FC=1C(=C2C(=C(N(C2=CC1)CC1=C(C=CC=C1)F)C(COC)(C)C)C1=CC=C(C(=O)O)C=C1)O